ClC1=CC=C(C=C1)C1OC1 p-chlorophenyl-oxirane